BrC1=CN(C2=CC(=CC=C12)COC1=CC2=C(C=N1)[C@H]1[C@@H](C2)[C@@H]1C(=O)O)C1=C(C=CC=C1)C(F)(F)F (5aR,6S,6aS)-3-({3-bromo-1-[2-(trifluoromethyl)phenyl]-1H-indol-6-yl}methoxy)-5,5a,6,6a-tetrahydrocyclopropa[4,5]cyclopenta[1,2-c]pyridine-6-carboxylic acid